[Ni].[Fe] iron nickel salt